OC=1C=C2C(=NC1)NC=C2 5-hydroxy-1H-pyrrolo[2,3-b]pyridine